ethyl {6-[(1R)-1-cyclopropylethyl]-2-methyl-5,8-dioxo-5,6,7,8-tetrahydro-4H-pyrazolo[1,5-a]pyrrolo[3,4-d]pyrimidin-4-yl}acetate C1(CC1)[C@@H](C)N1C(C=2N(C=3N(C(C2C1)=O)N=C(C3)C)CC(=O)OCC)=O